ethyl 8-acetyl-1,4-dioxaspiro[4.5]decane-8-carboxylate C(C)(=O)C1(CCC2(OCCO2)CC1)C(=O)OCC